C(C)C=1C(NC=2C=C(C=NC2C1)CN1CCN(CC1)C=1C=CC(=NC1C)C(=O)NC1(COCC1)C)=O 5-(4-((7-ethyl-6-oxo-5,6-dihydro-1,5-naphthyridin-3-yl)methyl)piperazin-1-yl)-6-methyl-N-(3-methyltetrahydrofuran-3-yl)picolinamide